C(=O)(O)CCC(=O)C1=CC2=NC(=C(C=C2S1)OC)OCCCOC1=C(C2=C(SC(=C2)C(C[C@@H](C(=O)O)C)=O)C=C1OC)F (S)-4-(5-(3-((2-(3-carboxypropanoyl)-6-methoxythieno[3,2-b]pyridin-5-yl)oxy)propoxy)-4-fluoro-6-methoxybenzo[b]thiophen-2-yl)-2-methyl-4-oxobutanoic acid